NC1N(CCNC1)C(=O)O aminopiperazine-carboxylic acid